[Na].[Ba] Barium-Natrium